BrC=1C(=CC=2C3=C(C(=NC2C1F)SC)C=NN3[C@@H]3C[C@H](N(CC3)C(=O)OC(C)(C)C)CCO[Si](C)(C)C(C)(C)C)Cl tert-butyl (2S,4S)-4-(7-bromo-8-chloro-6-fluoro-4-(methylthio)-1H-pyrazolo[4,3-c]quinolin-1-yl)-2-(2-((tert-butyldimethylsilyl)oxy)ethyl)piperidine-1-carboxylate